3-{1-[(S)-4-(2,3-Dihydro-[1,4]dioxino[2,3-b]pyridin-3-yl)-benzyl]-piperidin-4-yl}-[1,3]oxazinan-2-one O1C[C@@H](OC2=NC=CC=C21)C2=CC=C(CN1CCC(CC1)N1C(OCCC1)=O)C=C2